2-(((3,7-Dimethylocta-2,6-dien-1-yl)oxy)methyl)oxirane CC(=CCOCC1OC1)CCC=C(C)C